FC1=C(C(=CC=C1)F)C1=N[C@H](C2=NC(=CN2C=2SC=3OCCOCC3C12)C(=O)NCC(C)(C)O)C (S)-9-(2,6-difluorophenyl)-N-(2-hydroxy-2-methyl-propyl)-7-methyl-13,16-dioxa-18-thia-2,5,8-triazatetracyclo[8.8.0.02,6.011,17]octadeca-1(10),3,5,8,11(17)-pentaene-4-carboxamide